ethyl 2-cyano-2-hydroxyimino-acetate C(#N)C(C(=O)OCC)=NO